S1C(=NC2=C1C=CC=C2)C(C#N)C2=NC(=NC=C2)NCCC=2C=NC=CC2 1,3-benzothiazol-2-yl-(2-[[2-(3-pyridinyl)ethyl]amino]-4-pyrimidinyl)acetonitrile